CC1=C(C(=C2C(=C1O)C(=O)C=CO2)C)O The molecule is a member of the class of chromones that is chromone substituted by hydroxy groups at positions 5 and 7 and methyl groups at positions 6 and 8 respectively. It has been isolated from Pisonia aculeata. It has a role as a metabolite and a plant metabolite. It is a member of resorcinols and a member of chromones. It derives from a chromone.